dihydropyrrolo[2,1-a]isoquinoline-9-carboxamide C1CCN2C1=C1C=C(C=CC1=CC2)C(=O)N